(1r,4r)-4-(2-(dibenzylamino)ethoxy)cyclohexan-1-ol C(C1=CC=CC=C1)N(CCOC1CCC(CC1)O)CC1=CC=CC=C1